N1=C(C=CC=C1)CN(CC1=NC=CC=C1)CC=1N=NN(C1)C1=CC=C(C=C1)CC(=O)NC(CO)(CO)CO 2-(4-(4-((bis(pyridin-2-ylmethyl)amino)methyl)-1H-1,2,3-triazol-1-yl)phenyl)-N-(1,3-dihydroxy-2-(hydroxymethyl)propan-2-yl)acetamide